3-acetyl-N-(2-fluoro-3-(isoquinolin-4-yl)phenyl)-7-methoxyindolizine-1-carboxamide C(C)(=O)C1=CC(=C2C=C(C=CN12)OC)C(=O)NC1=C(C(=CC=C1)C1=CN=CC2=CC=CC=C12)F